2-((1R,2S)-1-(2-chloro-5-fluorophenyl)-1-(1-(2-methoxy-2-methylpropyl)-1H-pyrazol-4-yl)propan-2-yl)-5-hydroxy-N-(isoxazol-4-yl)-1-methyl-6-oxo-1,6-dihydropyrimidine-4-carboxamide ClC1=C(C=C(C=C1)F)[C@H]([C@H](C)C=1N(C(C(=C(N1)C(=O)NC=1C=NOC1)O)=O)C)C=1C=NN(C1)CC(C)(C)OC